O1CCN(CC1)C(C[C@H](C(=O)N[C@@H](CC)B(O)O)NC(=O)C1=NC=CN=C1)=O ((R)-1-((R)-4-morpholino-4-oxo-2-(pyrazine-2-carboxamido)butanamido)propyl)boronic acid